ClC=1C(=NC(=NC1)N[C@H]1[C@@H](COCC1)O)C=1C=CC=2N(C1)C(=CN2)C(C)C (3S,4R)-4-((5-chloro-4-(3-isopropylimidazo[1,2-a]pyridin-6-yl)pyrimidin-2-yl)amino)tetrahydro-2H-pyran-3-ol